FC=1C=C(C#N)C=C(C1)OC1=C(C2=C(C(N(S2(=O)=O)C)=O)C=C1)C#N 3-fluoro-5-((2-methyl-7-cyano-1,1-dioxido-3-oxo-2,3-dihydrobenzo[d]isothiazol-6-yl)oxy)benzonitrile